C(C)(C)(C)OC(=O)N(C1=CC(=NC=2N1N=CC2C2CC2)NC[C@H]2[C@@H](CN(CC2)C(=O)OC(C)(C)C)O)C2=CC(=CC=C2)F tert-butyl (3S,4S)-4-((7-((tert-butoxycarbonyl)(3-fluorophenyl)amino)-3-cyclopropylpyrazolo[1,5-a]pyrimidin-5-yl)aminomethyl)-3-hydroxypiperidine-1-carboxylate